[C@H]12CN(C[C@H](CC1)N2)C=2C1=C(N=C(N2)OC[C@]23CCCN3C[C@@H](C2)F)C(=C(N=C1)C1=CC=CC2=CC=CC(=C12)C(F)(F)F)F 4-((1R,5S)-3,8-diazabicyclo[3.2.1]octan-3-yl)-8-fluoro-2-(((2R,7aS)-2-fluorotetrahydro-1H-pyrrolizin-7a(5H)-yl)methoxy)-7-(8-(trifluoromethyl)naphthalen-1-yl)pyrido[4,3-d]pyrimidine